(2S,5R)-5-(tert-butyldimethylsilyloxyamino)-3-methyl-1,2,5,6-tetrahydropyridine-2-carboxamide [Si](C)(C)(C(C)(C)C)ON[C@@H]1C=C([C@H](NC1)C(=O)N)C